Trans-4-[[2-chloro-6-[4-[4-[(4R)-4-(tert-butoxycarbonylamino)-2-oxo-pyrrolidin-1-yl]phenyl]sulfonylpiperazin-1-yl]-4-pyridyl]sulfanyl]cyclohexanecarboxylic acid ClC1=NC(=CC(=C1)S[C@@H]1CC[C@H](CC1)C(=O)O)N1CCN(CC1)S(=O)(=O)C1=CC=C(C=C1)N1C(C[C@H](C1)NC(=O)OC(C)(C)C)=O